8-((6-((cyclopropylmethyl)(methyl)amino)benzo[d][1,3]dioxol-5-yl)thio)-9-(2-(neopentylamino)ethyl)-9H-purin-6-amine C1(CC1)CN(C=1C(=CC2=C(OCO2)C1)SC=1N(C2=NC=NC(=C2N1)N)CCNCC(C)(C)C)C